ClC=1C=C(C=C(C1)F)NC(=O)NC1=C(C=CC(=C1)F)CCO 1-(3-chloro-5-fluorophenyl)-3-[5-fluoro-2-(2-hydroxyethyl)phenyl]urea